(Z)-3-(3-(3,5-bis(trifluoromethyl)phenyl)-1H-1,2,4-triazol-1-yl)-N-(4-(dimethylamino)-2-oxopyrrolidin-1-yl)acrylamide FC(C=1C=C(C=C(C1)C(F)(F)F)C1=NN(C=N1)\C=C/C(=O)NN1C(CC(C1)N(C)C)=O)(F)F